COCCOC1CCC(CC1)NC(=O)C=1C2=C(N=C(N1)N1C=NC(=C1)C)C=CN2 N-((1r,4r)-4-(2-methoxyethoxy)cyclohexyl)-2-(4-methyl-1H-imidazol-1-yl)-5H-pyrrolo[3,2-d]pyrimidine-4-carboxamide